2,2-bis(4,4-bis-(t-butylperoxy)cyclohexyl)propane C(C)(C)(C)OOC1(CCC(CC1)C(C)(C)C1CCC(CC1)(OOC(C)(C)C)OOC(C)(C)C)OOC(C)(C)C